C(CCCCCCCCCCCCC)(=O)OC(COC(COCC(=O)[O-])=O)COC(CCCCCCCCCCCCC)=O 2-(2-(2,3-bis(tetradecanoyloxy)propoxy)-2-oxoethoxy)acetate